CN1C=NC(=C1)NC=1C2=C(N=C(N1)N1C(CCC1)C1=CC=CC=C1)C=CO2 N-(1-methyl-1H-imidazol-4-yl)-2-(2-phenylpyrrolidin-1-yl)furo[3,2-d]pyrimidin-4-amine